[Zn].C1C(CC12OCCO2)C=2C=NN(C2)C21CC(C2)(C1)C(=O)OC methyl 3-[4-(5,8-dioxaspiro[3.4]octan-2-yl)-1H-pyrazol-1-yl]bicyclo[1.1.1]pentane-1-carboxylate Zinc